NCCCCOC1=CC2=C(C(=C1)OC)[C@]1([C@]([C@@H]([C@H]3NC(O[C@H]31)=O)C3=CC=CC=C3)(O2)C2=CC=C(C=C2)OC)O |r| rac-(3aR,4R,4aR,9bS,9cR)-7-(4-aminobutoxy)-9b-hydroxy-9-methoxy-4a-(4-methoxyphenyl)-4-phenyl-3,3a,4,4a,9b,9c-hexahydro-2H-benzofuro[3',2':3,4]cyclopenta[1,2-d]oxazol-2-one